NCCOCCOCCC(C(=O)O)CC(=O)N 8-amino-3,6-dioxaoctylsuccinamic acid